butyl-isobutyl sulfone C(CCC)S(=O)(=O)CC(C)C